C(C)(C)(C)OC(=O)O[C@@H]1[C@H]([C@H](N(C1)C(=O)OC(C)(C)C)CC1=CC=C(C=C1)OC)OC(=O)C1CSSC1 tert-butyl (2R,3S,4S)-4-tert-butoxycarbonyloxy-3-(dithiolane-4-carbonyloxy)-2-[(4-methoxyphenyl)methyl]pyrrolidine-1-carboxylate